3-((4-(1-((1s,4s)-4-(4-(4-chloro-7,7-dimethyl-5-oxo-5,7-dihydroindolo[1,2-a]quinazolin-9-yl)piperidin-1-yl)cyclohexane-1-carbonyl)piperidin-4-yl)phenyl)amino)piperidine-2,6-dione ClC=1C=2C(N=C3N(C2C=CC1)C1=CC=C(C=C1C3(C)C)C3CCN(CC3)C3CCC(CC3)C(=O)N3CCC(CC3)C3=CC=C(C=C3)NC3C(NC(CC3)=O)=O)=O